5-[[4-[(3R,5R)-5-[(3-chloro-1-methyl-2-oxo-4-pyridyl)amino]-1-methyl-3-piperidyl]phenyl]methoxy]-2-(2,6-dioxo-3-piperidyl)isoindoline-1,3-dione ClC=1C(N(C=CC1N[C@@H]1C[C@@H](CN(C1)C)C1=CC=C(C=C1)COC=1C=C2C(N(C(C2=CC1)=O)C1C(NC(CC1)=O)=O)=O)C)=O